2,4-dihydro-2-(1-cyclohexyl)-3H-1,2,4-triazol-3-one C1(CCCCC1)N1N=CNC1=O